C(C)(C)(C)OC(NCC=1C=NC(=CC1)C(C1=CC=C(C=C1)F)F)=O ((6-(fluoro(4-fluorophenyl)methyl)pyridin-3-yl)methyl)carbamic acid tert-butyl ester